C[C@H]1[C@H]([C@H]([C@@H]([C@@H](O1)O[C@@H]2[C@H]([C@H]([C@H](O[C@H]2O[C@@H]3[C@H]([C@@H](O[C@@H]([C@H]3O)CO)O)NC(=O)C)CO)O)O)O)O)O The molecule is an amino trisaccharide consisting of alpha-L-fucose, beta-D-galactose and N-acetyl-beta-D-glucosamine residues joined by sequential (1->2)- and (1->3)-linkages. It has a role as an epitope.